N12C(CCN=C2NCCC1)C1=C(C=CC=C1)[B-](C1=CC=CC=C1)(C1=CC=CC=C1)C1=CC=CC=C1.NC[C@H](CC1=CC=C(C(=O)N)C=C1)N(C)C (S)-4-(3-amino-2-(dimethylamino)-propyl)benzamide 1,5,7-triazabicyclo[4.4.0]dec-5-enyl-tetraphenylborate